FC(C1=NN=C(O1)C=1C=NC(=NC1)NCC=1C=C(C2=C(NC=N2)C1)C1=CC=CC=C1)F 5-(5-(difluoromethyl)-1,3,4-oxadiazol-2-yl)-N-((4-phenyl-1H-benzo[d]imidazol-6-yl)methyl)pyrimidin-2-amine